Fmoc-ornithine C(=O)(OCC1C2=CC=CC=C2C2=CC=CC=C12)N[C@@H](CCCN)C(=O)O